COC1=CC=C(CN(S(=O)(=O)C2=C3C=NN(C3=CC(=C2)NC(CC2=C(C=CC=C2)Cl)=O)C)CC2=CC=C(C=C2)OC)C=C1 N-(4-(N,N-bis(4-methoxybenzyl)sulfamoyl)-1-methyl-1H-indazol-6-yl)-2-(2-chlorophenyl)acetamide